C(C)(C)C1=C(CC(C=O)(C=C1OC)[2H])OC 4-Isopropyl-3,5-dimethoxybenzaldehyde-1-d